Beta-guaiene CC1CCC(=C(C)C)CC2=C1CCC2C